2-{6-[(5,5-dimethyl-4-azaspiro[2.5]oct-7-yl)oxy]pyridazin-3-yl}-5-(2H-1,2,3-triazol-2-yl)pyridin-3-ol dihydrochloride Cl.Cl.CC1(NC2(CC2)CC(C1)OC1=CC=C(N=N1)C1=NC=C(C=C1O)N1N=CC=N1)C